[Cl-].[Cl-].CC1=C(C(=C(C1[Zr-2](C1C=CC2=C(C=CC=C12)Br)(=[SiH2])=[SiH2])C)C)C tetramethyldisilylenecyclopentadienyl-(4-bromo-indenyl)zirconium (IV) dichloride